N-(3-chloro-1H-indol-7-yl)-1-(2-methoxyethyl)pyrazole-4-sulfonamide ClC1=CNC2=C(C=CC=C12)NS(=O)(=O)C=1C=NN(C1)CCOC